2-amino-5-(4-((1-phenylethyl)amino)quinazolin-6-yl)nicotinonitrile NC1=C(C#N)C=C(C=N1)C=1C=C2C(=NC=NC2=CC1)NC(C)C1=CC=CC=C1